4-bromo-2-(bromomethyl)-3-fluorobenzoic acid BrC1=C(C(=C(C(=O)O)C=C1)CBr)F